N-(1-(pyrrolidin-3-yl)piperidin-4-yl)benzamide N1CC(CC1)N1CCC(CC1)NC(C1=CC=CC=C1)=O